ClC1=C(C=CC=C1C1=C(C(=NC=C1)C1=CC(=C(C=C1)CNC[C@H](C)O)OC)Cl)C1=CC=C(C(=N1)OC)CNC[C@@H](C)O (R)-1-(((6-(2-chloro-3-(3-chloro-2-(4-((((S)-2-hydroxypropyl)amino)methyl)-3-methoxyphenyl)pyridin-4-yl)phenyl)-2-methoxypyridin-3-yl)methyl)amino)propan-2-ol